9,9-dimethyl-9,15-dihydrobenzo[a]indeno[2',1':4,5]thieno[3,2-i]carbazole CC1(C2=CC=CC=C2C2=C1C1=CC=C3C4=CC=C5C(=C4NC3=C1S2)C=CC=C5)C